N-[5-(1H-benzimidazol-2-yl)-1-methyl-pyrazol-3-yl]-6-[3-(hydroxymethyl)piperazin-1-yl]pyridine-3-carboxamide N1C(=NC2=C1C=CC=C2)C2=CC(=NN2C)NC(=O)C=2C=NC(=CC2)N2CC(NCC2)CO